C(#N)C=1C=C(C=CC1)C1=CC(=C(S1)C)C(=O)NC1=NC(=NS1)CC(=C(F)F)C 5-(3-Cyanophenyl)-N-(3-(3,3-difluoro-2-methylallyl)-1,2,4-thiadiazol-5-yl)-2-methyl-thiophene-3-carboxamide